(R)-4-chloro-N-(1-cyclopropylpiperidin-3-yl)phthalazin-1-amine ClC1=NN=C(C2=CC=CC=C12)N[C@H]1CN(CCC1)C1CC1